(S)-quinuclidin-3-yl (5-(2,3-dimethoxyphenyl)-2,2-diethyl-2,3-dihydro-1H-inden-1-yl)carbamate COC1=C(C=CC=C1OC)C=1C=C2CC(C(C2=CC1)NC(O[C@@H]1CN2CCC1CC2)=O)(CC)CC